5-chloro-4-(1H-indazol-4-yl)pyrimidine-2-carboxylic acid ClC=1C(=NC(=NC1)C(=O)O)C1=C2C=NNC2=CC=C1